6-((2S)-2-(1-cyclopropyl-1H-pyrazol-4-yl)-4-morpholinyl)-2-methyl-2,3-dihydro-1H-pyrrolo[3,4-c]pyridin-1-one C1(CC1)N1N=CC(=C1)[C@H]1CN(CCO1)C1=CC2=C(C=N1)CN(C2=O)C